6-chloro-4-((trans-4-(2-(difluoromethyl)-2H-1,2,3-triazol-4-yl)cyclohexyl)amino)-N-((R)-2-fluoro-3-hydroxy-3-methylbutyl)nicotinamide ClC1=NC=C(C(=O)NC[C@H](C(C)(C)O)F)C(=C1)N[C@@H]1CC[C@H](CC1)C1=NN(N=C1)C(F)F